COC(=O)C1=NC(=CC=C1C=1C(=CC2=C(OCCC3=C2SC=C3)C1)C(=O)O)N1N=C(C=C1)C(F)(F)F 8-(2-(methoxycarbonyl)-6-(3-(trifluoromethyl)-1H-pyrazol-1-yl)pyridin-3-yl)-4,5-dihydrobenzo[b]thieno[2,3-d]oxepine-9-carboxylic acid